α,7α-trimethylsiloxy-5β-cholanic acid trimethylsilyl ester C[Si](C)(C)OC(CC[C@@H](C)[C@H]1CC[C@H]2[C@@H]3[C@@H](C[C@@H]4CCCC[C@]4(C)[C@H]3CC[C@]12C)O[Si](C)(C)C)=O